(R)-3-(3-(2-((6-(3-((3-ethoxypyridin-2-yl)oxy)piperidin-1-yl)pyrazin-2-yl)amino)pyrimidin-4-yl)phenyl)-2,2-dimethylpropanoic acid C(C)OC=1C(=NC=CC1)O[C@H]1CN(CCC1)C1=CN=CC(=N1)NC1=NC=CC(=N1)C=1C=C(C=CC1)CC(C(=O)O)(C)C